FC1(CN(CC=C1C=1C=CC=C2C(=CN=CC12)N1C(N(C(CC1)=O)CC1=CC=C(C=C1)OC)=O)C(=O)OC(C)(C)C)F tert-butyl 3,3-difluoro-4-[4-[3-[(4-methoxyphenyl)methyl]-2,4-dioxo-hexahydropyrimidin-1-yl]-8-isoquinolyl]-2,6-dihydropyridine-1-carboxylate